CC(CCOC1=CC=C(C=C1)C1=NC=C(C(=N1)C)C(=O)OCC)(C)C ethyl 2-(4-(3,3-dimethylbutoxy) phenyl)-4-methylpyrimidine-5-carboxylate